N-(3-(3,5-dimethyl-1H-pyrazol-1-yl)phenyl)benzenamine CC1=NN(C(=C1)C)C=1C=C(C=CC1)NC1=CC=CC=C1